C(C)(C)(C)OC(=O)N1[C@H]2CN([C@@H](C1)C2)CC2=CC(=C(C=C2)C2=CC=C(C=C2)Cl)CN2CCN(CC2)C2=CC=C(C(=O)O)C=C2 4-(4-((4-(((1R,4R)-5-(tert-butoxycarbonyl)-2,5-diazabicyclo[2.2.1]heptan-2-yl)methyl)-4'-chloro-[1,1'-biphenyl]-2-yl)methyl)piperazin-1-yl)benzoic acid